Ethyl 3-(2,4-dichlorophenyl)-2-methyl-3,6-dihydro-2H-1,2,6-thiadiazine-4-carboxylate 1,1-dioxide ClC1=C(C=CC(=C1)Cl)C1N(S(NC=C1C(=O)OCC)(=O)=O)C